benzyl (3-amino-4-fluorobenzyl)carbamate Benzyl-chloroformate C(C1=CC=CC=C1)OC(=O)Cl.NC=1C=C(CNC(OCC2=CC=CC=C2)=O)C=CC1F